C12[C@H](CC(CC1)O2)C(=O)N[C@H](C(=O)O)CCCCCCCC2=NC=1NCCCC1C=C2 (2S)-2-((2S)-7-oxabicyclo[2.2.1]heptane-2-carboxamido)-9-(5,6,7,8-tetrahydro-1,8-naphthyridin-2-yl)nonanoic acid